copper tetrakis(4-carboxyphenyl)porphyrin C(=O)(O)C1=CC=C(C=C1)C1=C2C=CC(C(=C3C=CC(=C(C=4C=CC(=C(C5=CC=C1N5)C5=CC=C(C=C5)C(=O)O)N4)C4=CC=C(C=C4)C(=O)O)N3)C3=CC=C(C=C3)C(=O)O)=N2.[Cu]